4-(5-[(E)-2-(4-hydroxyphenyl)vinyl]thiophen-2-ylmethyl)-2,4-dihydro-3H-1,2,4-triazol-3-one hydrochloride Cl.OC1=CC=C(C=C1)/C=C/C1=CC=C(S1)CN1C(NN=C1)=O